N-[4-[(4-imidazo[1,2-a]pyridin-2-yl-3-oxo-1-prop-2-enoyl-piperazin-2-yl)methyl]phenyl]acetamide N=1C(=CN2C1C=CC=C2)N2C(C(N(CC2)C(C=C)=O)CC2=CC=C(C=C2)NC(C)=O)=O